(2S)-2-({7-bromo-2-[4-chloro-2-(difluoromethoxy)phenyl][1,2,4]triazolo[1,5-c]quinazolin-5-yl}amino)-N-propylbutanamide BrC1=CC=CC=2C=3N(C(=NC12)N[C@H](C(=O)NCCC)CC)N=C(N3)C3=C(C=C(C=C3)Cl)OC(F)F